COC=1C=C(C=CC1)C1CC2=CC=CC=C2C=C1 2-(3-methoxyphenyl)-1H-naphthalen